C(CC)C(COC(=O)C1C(CCCC1)C(=O)OCC(CCCCC)CCC)CCCCC di-(2-propylheptyl)-1,2-cyclohexanedicarboxylate